Cl.Cl.N1CCC2N(CCCC21)C[C@@H](C)O (2R)-1-(Octahydro-4H-pyrrolo[3,2-b]pyridin-4-yl)propan-2-ol dihydrochloride